ClCCC[C@@]1(NC[C@]2(CC2(F)F)C1)C(=O)OCC1=CC=CC=C1 (3R,6S)-benzyl 6-(3-chloropropyl)-1,1-difluoro-5-azaspiro[2.4]heptane-6-carboxylate